propionic acid (S)-2-(4-(3-(5-ethyl-4-oxo-7-propyl-4,5-dihydro-3H-pyrrolo[3,2-d]pyrimidin-2-yl)-4-propoxyphenylsulfonyl)piperazin-1-yl)ethyl-citrate C(C)N1C=C(C=2N=C(NC(C21)=O)C=2C=C(C=CC2OCCC)S(=O)(=O)N2CCN(CC2)CC[C@H](C(=O)O)C(O)(C(=O)O)CC(=O)O)CCC.C(CC)(=O)O